C(C)(C)(C)OC(=O)NC1=CC=C(C=C1)C=1C=CC=C2C(N(CNC12)[C@H](C(=O)O)CO)=O (S)-2-(8-(4-((tert-butoxycarbonyl)amino)phenyl)-4-oxo-1,4-dihydroquinazolin-3(2H)-yl)-3-hydroxypropanoic acid